2,5-bis-(tertiarybutyl-peroxy)-2,5-dimethylhexane C(C)(C)(C)OOC(C)(CCC(C)(C)OOC(C)(C)C)C